[Na][Na] disodium